ethyl 5,5,5-trifluoro-4-methyl-3-oxopentanoate FC(C(C(CC(=O)OCC)=O)C)(F)F